Tert-butyl 3-(2-(2,6-dioxopiperidin-3-yl)-1-oxoisoindolin-5-yl)propanoate O=C1NC(CCC1N1C(C2=CC=C(C=C2C1)CCC(=O)OC(C)(C)C)=O)=O